N1=CC=CC=2CCC=CC12 5,6-dihydroquinoline